NC=1C(=NC(=C(N1)C1=CC=C(C=C1)F)C1=CN(C(C=C1)=O)CC)C(=O)NCC1=C(C=CC=C1)OC 3-amino-6-(1-ethyl-6-oxo-1,6-dihydro-pyridin-3-yl)-5-(4-fluorophenyl)-N-(2-methoxybenzyl)pyrazine-2-carboxamide